BrC1=CC=CC=2SC3=C(C21)C(=CC=C3)Br 1,9-dibromodibenzo[b,d]thiophene